ClC1=CC=C(C=C1)NC=1C(=NN(C1)C1=C(C=CC=C1Cl)Cl)C(=O)N 4-((4-chlorophenyl)amino)-1-(2,6-dichlorophenyl)-1H-pyrazole-3-carboxamide